Methyl 1-methyl-4-[1-methyl-4-(3-[[1-methyl-4-(1-methylimidazole-2-amido)pyrrol-2-yl]formamido]propanamido)imidazole-2-amido]pyrrole-2-carboxylate CN1C(=CC(=C1)NC(=O)C=1N(C=C(N1)NC(CCNC(=O)C=1N(C=C(C1)NC(=O)C=1N(C=CN1)C)C)=O)C)C(=O)OC